C(C)(C)(C)OC(=O)N1CC(C(=CC1)C1=CC=C2C=NN(C2=C1)C)F tert-butyl-3-fluoro-4-(1-methylindazol-6-yl)-3,6-dihydro-2H-pyridine-1-carboxylate